ClS(=O)(=O)OCC(CCCOC(C1=C(C=CC=C1C)C)=O)(C)C 2,6-Dimethylbenzoic acid 5-((chlorosulfonyl) oxy)-4,4-dimethylpentyl ester